5-[[(2S)-1-[3-[4-(5-Chloropyrimidin-2-yl)piperazin-1-yl]-3-oxopropoxy]butan-2-yl]amino]-4-(trifluoromethyl)-2,3-dihydropyridazin-3-one ClC=1C=NC(=NC1)N1CCN(CC1)C(CCOC[C@H](CC)NC1=C(C(NN=C1)=O)C(F)(F)F)=O